4-METHYL-2-(5-PHENYL-1H-PYRAZOL-3-YL)PHENOL CC1=CC(=C(C=C1)O)C1=NNC(=C1)C1=CC=CC=C1